CC1(CCC(CC1)C1=CC=C(C=C1)N1N=CC2=CC(=C(C(=C12)F)O)F)C 1-(4-(4,4-Dimethylcyclohexyl)phenyl)-5,7-difluoro-1H-indazol-6-ol